C(C)(C)(C)OC(NC1[C@@H]2CN(C[C@H]1C2)C2=NC=C(C=C2)C=2C=1N(C=C(N2)C=2C=NN(C2)C)N=CC1C#N)=O ((1R,5S,6R)-3-(5-(3-cyano-6-(1-methyl-1H-pyrazol-4-yl)pyrazolo[1,5-a]pyrazin-4-yl)pyridin-2-yl)-3-azabicyclo[3.1.1]heptan-6-yl)carbamic acid tert-butyl ester